C(C)(C)(C)OC(=O)N1[C@@H](CCC1)C=1C=C(C=C2CCN(CC12)C(C(C1CCOCC1)O)=O)C=1C=C2C(=NC1)NC=C2C (S)-2-(2-(2-hydroxyl-2-(tetrahydro-2H-pyran-4-yl)acetyl)-6-(3-methyl-1H-pyrrolo[2,3-b]pyridin-5-yl)-1,2,3,4-tetrahydroisoquinolin-8-yl)pyrrolidine-1-carboxylic acid tert-butyl ester